C1(CCC1)CNCC1=CNC2=CC(=CC=C12)C#N 3-(((Cyclobutylmethyl)amino)methyl)-1H-indole-6-carbonitrile